NCC1=NNC(C2=CC=C(C=C12)C=1C=NN(C1C=1C=C2C=CC=CN2C1)C)=O 2-(4-(4-(aminomethyl)-1-oxo-1,2-dihydrophthalazin-6-yl)-1-methyl-1H-pyrazol-5-yl)indolizine